2-(2-(6-bromopyridin-2-yl)-2,2-difluoroethoxy)acetonitrile BrC1=CC=CC(=N1)C(COCC#N)(F)F